C1(=CC=C(C=C1)S(=O)(=O)OC1=CC(=CC=C1)NC(=O)NC(NC1=CC=CC=C1)=O)C 3-[(phenylcarbamoyl)ureido]phenyl 4-tolylsulfonate